C(#N)C1=CC=C(C=C1)OC(=O)N1C[C@@H](CC(C1)(F)F)N1C(CCCC1)=O (3'r)-5',5'-difluoro-2-oxo[1,3'-bipiperidine]-1'-carboxylic acid 4-cyanophenyl ester